(R)-4-(2-Amino-4-((1-hydroxy-2-methylhexan-2-yl)amino)quinazolin-7-yl)-5-(((2-Methoxyethyl)amino)methyl)-1-methylpyridin-2(1H)-one NC1=NC2=CC(=CC=C2C(=N1)N[C@@](CO)(CCCC)C)C1=CC(N(C=C1CNCCOC)C)=O